CN(CCNC(O)=O)C (2-(dimethylamino)ethyl)carbamic acid